[Sr].[Sr].[Ba].[Ba] barium barium strontium strontium